ClC1=C(C=2S(NC=3C(=CC(=C(OC=4C=CC=C(COC(C(=C1)C2)=O)C4)C3)F)F)(=O)=O)OC 12-chloro-4,6-difluoro-11-methoxy-9,9-dioxo-2,16-dioxa-9λ6-thia-8-azatetracyclo[16.3.1.13,7.110,14]tetracosa-1(22),3,5,7(24),10(23),11,13,18,20-nonaen-15-one